FC(C=1C=CC(=NC1)O[C@H]1CN(CC1)C1=C(N)C=CC=C1)(F)F (R)-2-(3-(5-(trifluoromethyl)pyridin-2-yloxy)pyrrolidin-1-yl)aniline